cis-3-hexenyl mercaptan acetate C(C)(=O)O.C(C\C=C/CC)S